acryloyloxypentyltriethoxysilane C(C=C)(=O)OCCCCC[Si](OCC)(OCC)OCC